2-(4-fluorobenzyl)benzo[d]oxazole FC1=CC=C(CC=2OC3=C(N2)C=CC=C3)C=C1